C(C)(=O)N1C[C@@H](N(CC1)C(\C=C/Cl)=O)C1=CC(=CC(=C1)C=1C=C2N=CC=NC2=CC1)Cl (S,Z)-1-(4-acetyl-2-(3-chloro-5-(quinoxalin-6-yl)phenyl)piperazin-1-yl)-3-chloroprop-2-en-1-one